COC(=O)C1N(C=2N(C1)C=NC2)C2=NC(=CC(=C2)C(F)(F)F)C 1-[6-methyl-4-(trifluoromethyl)pyridin-2-yl]-1H,2H,3H-[1,3]diazolo[1,5-a]imidazole-2-carboxylic acid methyl ester